C(C)(C)(C)N1CC2(CC1)C(NC1=C(O2)C=CC=N1)=O tert-butyl-3-oxo-3,4-dihydrospiro[pyrido[3,2-b][1,4]oxazine-2,3'-pyrrolidine]